ClC1=C(C(=CC(=C1)F)Cl)N1N=C(C(=C1)NC1=CC=C(C=C1)C(=O)N1CCOCC1)C(=O)N 1-(2,6-dichloro-4-fluorophenyl)-4-((4-(morpholine-4-carbonyl)phenyl)amino)-1H-pyrazole-3-carboxamide